3-[[4-[(2R)-2-[[6-tert-butyl-7-(2-methoxyethyl)-5-methyl-pyrrolo[2,3-b]pyrazin-3-yl]methylamino]-4-methyl-pentoxy]-6-(2,6-diethylphenyl)pyrimidin-2-yl]sulfamoyl]benzoic acid C(C)(C)(C)C1=C(C=2C(=NC(=CN2)CN[C@@H](COC2=NC(=NC(=C2)C2=C(C=CC=C2CC)CC)NS(=O)(=O)C=2C=C(C(=O)O)C=CC2)CC(C)C)N1C)CCOC